2-(4-(3-amino-1H-indazol-6-yl)-3-methyl-1H-pyrazol-1-yl)-N-(4-methyl-3-(trifluoromethyl)phenyl)acetamide NC1=NNC2=CC(=CC=C12)C=1C(=NN(C1)CC(=O)NC1=CC(=C(C=C1)C)C(F)(F)F)C